FN1CCCC1 fluoro-pyrrolidin